(2R,3S)-methyl 3-(2-((tert-butoxycarbonyl)imino)-4,4-diethyl-6-oxotetrahydropyrimidin-1(2H)-yl)-2-(methoxymethyl)-2-methyl-2,3-dihydrobenzofuran-5-carboxylate C(C)(C)(C)OC(=O)N=C1N(C(CC(N1)(CC)CC)=O)[C@@H]1[C@](OC2=C1C=C(C=C2)C(=O)OC)(C)COC